tert-butyl (R)-3-((S)-1-(tert-butoxy)-3-(3-(1-ethoxyvinyl)phenyl)-1-oxopropan-2-yl)pyrrolidine-1-carboxylate C(C)(C)(C)OC([C@@H](CC1=CC(=CC=C1)C(=C)OCC)[C@@H]1CN(CC1)C(=O)OC(C)(C)C)=O